2-phenyl-2-(4-thioxo-1,4-dihydro-pyrazolo[3,4-d]pyrimidin-5-yl)ethanone C1(=CC=CC=C1)C(C=O)N1C=NC2=C(C1=S)C=NN2